C(C)(C)(C)OC(=O)N1CC2=C(CC1)N(N=N2)C(C)C=2C(=NC=CC2)C=C 1-[1-(2-Vinylpyridin-3-yl)ethyl]-1H,4H,5H,6H,7H-[1,2,3]triazolo[4,5-c]pyridine-5-carboxylic acid tert-butyl ester